(R)-4-(7-(1,4-dimethyl-1H-pyrazol-5-yl)-2-(2-methyl-1H-benzo[d]imidazol-1-yl)thieno[3,2-d]pyrimidin-4-yl)-3-methylmorpholine CN1N=CC(=C1C1=CSC2=C1N=C(N=C2N2[C@@H](COCC2)C)N2C(=NC1=C2C=CC=C1)C)C